C(C)C(C(=O)OCOC1=C(C(=CC(=C1)CCCCC)O)C1=C(C=CC(=C1)C)C(=C)C)CC ((6-hydroxy-5'-methyl-4-pentyl-2'-(prop-1-en-2-yl)-[1,1'-biphenyl]-2-yl)oxy)methyl 2-ethylbutanoate